2,2-dimethyl-2,3-dihydrobenzo[b][1,4]dioxin-6-amine CC1(COC2=C(O1)C=CC(=C2)N)C